(+)-methyl (1s)-trans-3-oxo-2-pentyl-1-cyclopentaneacetate O=C1[C@H]([C@@H](CC1)CC(=O)OC)CCCCC